2-(3-chlorophenyl)-4-(dibenzo[b,d]furan-4-yl)-6-phenyl-1,3,5-triazine ClC=1C=C(C=CC1)C1=NC(=NC(=N1)C1=CC=CC2=C1OC1=C2C=CC=C1)C1=CC=CC=C1